2-[4-[3-[3-[4-(2-carboxyethyl)-2-chloro-phenoxy]propoxy]propoxy]-3,5-dichloro-phenyl]-1,3-benzoxazole-6-carboxylic acid C(=O)(O)CCC1=CC(=C(OCCCOCCCOC2=C(C=C(C=C2Cl)C=2OC3=C(N2)C=CC(=C3)C(=O)O)Cl)C=C1)Cl